BrC=1C=C(C=CC1)C=1C(=CC=CC1C1=CC=CC=C1)C1=CC=CC=C1 3-bromo-6'-phenyl-1,1':2',1''-terphenyl